COC([C@H](C[C@H]1C(NCC1)=O)NC([C@H](CC1CC1)NC(=O)C=1NC2=CC=CC(=C2C1)Cl)=O)=O.OC=1C=C2C(N(C(C2=CC1)=O)C)C 5-hydroxy-2,3-dimethyl-isoindol-1-one methyl-(2S)-2-[[(2S)-2-[(4-chloro-1H-indole-2-carbonyl)amino]-3-cyclopropyl-propanoyl]amino]-3-[(3S)-2-oxopyrrolidin-3-yl]propanoate